C(C)N(C(=O)[C@H]1CN([C@@H]2CN3C4=C(C2=C1)C=CC(=C4C=C3)OC)C)CC (7aS,10R)-N,N-diethyl-3-methoxy-8-methyl-7a,8,9,10-tetrahydro-7H-indolo[7,1-fg][1,7]naphthyridine-10-carboxamide